3-[4-[(4S)-3,3-difluoro-4-piperidyl]-5-fluoro-3-methyl-2-oxo-benzimidazol-1-yl]piperidine-2,6-dione FC1(CNCC[C@H]1C1=C(C=CC=2N(C(N(C21)C)=O)C2C(NC(CC2)=O)=O)F)F